CC=1N=C2N(N=C(C=C2C)N2N=C3C(=C2)SC(=C3)N3CCN(C2(CC2)C3)C(=O)OC(C)(C)C)C1 tert-butyl 7-(2-{2,8-dimethylimidazo[1,2-b]pyridazin-6-yl}thieno[3,2-c]pyrazol-5-yl)-4,7-diazaspiro[2.5]octane-4-carboxylate